1-[5-ethylsulfonyl-6-[1-methyl-5-(trifluoromethylsulfonimidoyl)benzimidazol-2-yl]-3-pyridyl]cyclopropanecarbonitrile C(C)S(=O)(=O)C=1C=C(C=NC1C1=NC2=C(N1C)C=CC(=C2)S(=O)(=N)C(F)(F)F)C2(CC2)C#N